ClC=1C=C(C=C(C1OC)Cl)C=1N=C(SC1CC(C)C)N 4-(3,5-dichloro-4-methoxyphenyl)-5-isobutylthiazol-2-amine